BrCCCCN1N=NC2=C1C=CC(=C2C)C(CC(=O)OCC)C2=CC(=C(C(=C2)OC)OC)CN2S(OC1=C(C2)C=C(C=C1)O)(=O)=O ethyl 3-[1-(4-bromobutyl)-4-methyl-1H-benzotriazol-5-yl]-3-{3-[(6-hydroxy-2,2-dioxo-2H-1,2λ6,3-benzoxathiazin-3(4H)-yl)methyl]-4,5-dimethoxyphenyl}propanoate